23-dotriacontenoic acid C(CCCCCCCCCCCCCCCCCCCCCC=CCCCCCCCC)(=O)O